(S)-2,6-difluoro-N-(5-(4-(4-(2-fluoroacryloyl)-2-methylpiperazin-1-yl)quinazolin-6-yl)-2-methoxypyridin-3-yl)benzenesulfonamide FC1=C(C(=CC=C1)F)S(=O)(=O)NC=1C(=NC=C(C1)C=1C=C2C(=NC=NC2=CC1)N1[C@H](CN(CC1)C(C(=C)F)=O)C)OC